2-(((4,5-Dibutylnonanoyl)oxy)methyl)-2-(((5-(dimethylamino)pentanoyl)oxy)methyl)propan-1,3-diyldidecanoat C(CCC)C(CCC(=O)OCC(CCCCCCCCCCC(=O)[O-])(CCCCCCCCCCC(=O)[O-])COC(CCCCN(C)C)=O)C(CCCC)CCCC